5-chloro-8-((4-fluoro-1-(furan-3-yl)-1H-indazol-6-yl)sulfonyl)-3-hydroxyquinazoline-2,4(1H,3H)-dione ClC1=C2C(N(C(NC2=C(C=C1)S(=O)(=O)C1=CC(=C2C=NN(C2=C1)C1=COC=C1)F)=O)O)=O